(S)-1-(7-(5-chloro-3-(2-chlorophenyl)pyrazolo[1,5-a]pyridine-2-carbonyl)-6-methyl-2,7-diazaspiro[3.5]nonan-2-yl)prop-2-en-1-one ClC1=CC=2N(C=C1)N=C(C2C2=C(C=CC=C2)Cl)C(=O)N2[C@H](CC1(CN(C1)C(C=C)=O)CC2)C